FC1=C(C=CC(=C1)F)NC(=O)C=1N=C(SC1C)OC1=CC(=NN1C)C(F)(F)F N-(2,4-difluorophenyl)-5-methyl-2-((1-methyl-3-(trifluoromethyl)-1H-pyrazol-5-yl)oxy)thiazole-4-carboxamide